BrCCCN1C=C(C2=CC=CC=C12)C(C(=O)O)CC [1-(3-bromopropyl)-1H-indol-3-yl]-butyric acid